(rac)-Ethyl 6-chloro-7-{3-[cyclopropyl(hydroxy)methyl]-1,5-dimethyl-1H-pyrazol-4-yl}-3-{3-[(naphthalen-1-yl)oxy]propyl}-1H-indole-2-carboxylate ClC1=CC=C2C(=C(NC2=C1C=1C(=NN(C1C)C)[C@H](O)C1CC1)C(=O)OCC)CCCOC1=CC=CC2=CC=CC=C12 |r|